FC([C@H](O)C1=CC(=NC=C1)C(=O)NC=1C=NC(=C(C1)C=1C=NC2=CC(=NC=C2C1)NC)C)(C)F (R)-4-(2,2-difluoro-1-hydroxypropyl)-N-(6-methyl-5-(7-(methylamino)-1,6-naphthyridin-3-yl)pyridin-3-yl)picolinamide